BrC=1C(=CSC1)OCC1=CC2=C(S1)C=CC=C2 2-[(4-bromothiophen-3-yloxy)methyl]benzo[b]thiophene